C(C1=CC=CC=C1)OC=1C=C2C(=NC=3N(C2=CC1OC)C=NC3)Cl 7-(benzyloxy)-5-chloro-8-methoxyimidazo[1,5-a]quinazoline